CC1(O[C@@H]2[C@H](O1)[C@H](C[C@H]2N2C=CC1=C2N=CN=C1N(C)CC1=CC=C(C=C1)OC)CSCCNCCC1=CC=CC=C1)C 7-((3aS,4R,6S,6aR)-2,2-dimethyl-6-(((2-(phenethylamino)ethyl)thio)methyl)tetrahydro-4H-cyclopenta[d][1,3]dioxol-4-yl)-N-(4-methoxybenzyl)-N-methyl-7H-pyrrolo[2,3-d]pyrimidin-4-amine